COC(=O)C1=C(N(C(C=C1\C=C\OCC)=O)C)Cl (E)-2-chloro-4-(2-ethoxyvinyl)-1-methyl-6-oxo-1,6-dihydropyridine-3-carboxylic acid methyl ester